N1CC(C1)C1=CC(=C(C(=C1)C)CN1CC(C1)(C)OC(C)=O)C acetic acid [1-[[4-(azetidin-3-yl)-2,6-dimethyl-phenyl] methyl]-3-methyl-azetidin-3-yl] ester